N=1SN=C2C1C=CC=C2CO 2,1,3-benzothiadiazol-4-yl-methanol